CC1CN(C(=CC1)C1=CC2=CN(N=C2C=C1)C)C(=O)OC(C)(C)C tert-butyl 3-methyl-6-(2-methyl-2H-indazol-5-yl)-3,4-dihydropyridine-1(2H)-carboxylate